FC(C(=O)O)(F)F.C(C)NC1(CCC2(CN(C(N2)=O)CC(=O)O)CC1)C1=CC=CC=C1 CIS-2-(8-(ethylamino)-2-oxo-8-phenyl-1,3-diazaspiro[4.5]decan-3-yl)acetic acid trifluoroacetate salt